FC(S(=O)(=O)OC1=C(CSC1)C(=O)OC)(F)F methyl 4-(trifluoromethylsulfonyloxy)-2,5-dihydrothiophene-3-carboxylate